4-(3-((2-((2-cyclopropyl-4-morpholinophenyl)amino)-5-(trifluoromethyl)pyrimidin-4-yl)amino)propyl)-1,4-oxazepan-3-one C1(CC1)C1=C(C=CC(=C1)N1CCOCC1)NC1=NC=C(C(=N1)NCCCN1C(COCCC1)=O)C(F)(F)F